N1CC(C1)N1N=C2C=C(C=C(C2=C1)C=1SC(=CN1)C)C(=O)N[C@H](C)C=1C=NC(=NC1)C(F)(F)F (R)-2-(azetidin-3-yl)-4-(5-methylthiazol-2-yl)-N-(1-(2-(trifluoromethyl)pyrimidine-5-yl)ethyl)-2H-indazole-6-carboxamide